FC1=C(C=C(C=C1)C)C 4-fluoro-1,3-dimethylbenzene